CN(C\C=C/1\C(N(CC1)C1=CC2=C(N=CN=C2NC2=C(C=C(C(=C2)C)OC2=CC3=C(N(C=N3)C)C=C2)F)C=N1)=O)C (3E)-3-[2-(dimethylamino)ethylidene]-1-[4-({2-fluoro-5-methyl-4-[(1-methyl-1,3-benzodiazol-5-yl)oxy]phenyl}amino)pyrido[3,4-d]pyrimidin-6-yl]pyrrolidin-2-one